CC1=NC(=CC(=N1)NC1=NN2C(C=C(C=C2)C=2C(NN=C(C2)C)=O)=C1)C 4-(2-((2,6-dimethylpyrimidin-4-yl)amino)pyrazolo[1,5-a]pyridin-5-yl)-6-methylpyridazin-3(2H)-one